C(C)(C)(C)OC(=O)N1[C@H](CN([C@@H](C1)C)C(C(C)(C)C)=O)C1=CC=C(C=C1)N1CCN(CC1)C.C(CCC)N(C1=CC=CC=C1)CCCC dibutyl-aniline (2S,5R)-tert-butyl-5-methyl-2-(4-(4-methylpiperazin-1-yl)phenyl)-4-pivaloylpiperazine-1-carboxylate